ClC1=CC=C(C=C1)C1(CCCCC1)C(CN)N 1-[1-(4-chlorophenyl)cyclohexyl]-1,2-ethanediamine